ClC=1C=C(C=CC1F)NC(N(C(C)C1=CNC(C2=CC=CC=C12)=O)CC(=O)N(C)C)=O 2-(3-(3-chloro-4-fluorophenyl)-1-(1-(1-oxo-1,2-dihydroisoquinolin-4-yl)ethyl)ureido)-N,N-dimethylacetamide